CN(/C=C/C(=O)C1=CC=CC=C1)C E-3-(dimethylamino)-1-phenylprop-2-en-1-one